FC1=CN=C2N1N=C(C=C2[C@@H]2[C@H](C2)C2=CC=C1C=NN(C1=C2F)CC(F)(F)F)C=2C(NC(NC2)=O)=O 5-(3-fluoro-8-((1S,2S)-2-(7-fluoro-1-(2,2,2-trifluoroethyl)-1H-indazol-6-yl)cyclopropyl)imidazo[1,2-b]pyridazin-6-yl)pyrimidine-2,4(1H,3H)-dione